CN1C(C2(CCN(CC2)C(=O)OC(C)(C)C)C2=C3C(=NC=C21)N(C=C3C3=CC=CC=C3)S(=O)(=O)C3=CC=CC=C3)=O tert-Butyl 6-methyl-7-oxo-1-phenyl-3-(phenylsulfonyl)-6,7-dihydro-3H-spiro[dipyrrolo[2,3-b:3',2'-d]pyridine-8,4'-piperidine]-1'-carboxylate